tert-butyl (3-(5-cyano-6-(methylsulfonyl)pyridin-2-yl)propyl)carbamate C(#N)C=1C=CC(=NC1S(=O)(=O)C)CCCNC(OC(C)(C)C)=O